4-furandimethylamine O1C(=CC(=C1)CN)CN